BrC(C(=O)NCC(C=1C=NN(C1)C)O)(F)F 2-bromo-2,2-difluoro-N-(2-hydroxy-2-(1-methyl-1H-pyrazol-4-yl)ethyl)acetamide